ClC1=C(C=CC=C1)\C=C\S(=O)(=O)C1=CC=CC=C1 (E)-1-chloro-2-(2-(benzenesulfonyl)vinyl)benzene